N1N=CC(=C1)C(=O)NC=1C=CC(=NC1)C=1N=NN(C1NC(O[C@H](C)C=1C(=NC=CC1)Cl)=O)C (R)-1-(2-chloropyridin-3-yl)ethyl (4-(5-(1H-pyrazole-4-carboxamido)pyridin-2-yl)-1-methyl-1H-1,2,3-triazol-5-yl)carbamate